C(C)OCCOC1=C(C#N)C(=CC=N1)C1=CC=C(C=C1)OC (2-ethoxyethoxy)-4-(4-methoxyphenyl)nicotinonitrile